ClC=1C=CC(=NC1)NC(=O)N1[C@H](C[C@H](C1)OCC)C(=O)NC1=C(C=CC(=C1)C(CCC1CC1)(C1=CC=NC=C1)NS(=O)(=O)C)F (2R,4R)-N1-(5-Chloropyridin-2-yl)-N2-(5-((+)-3-cyclopropyl-1-(methylsulfonamido)-1-(pyridin-4-yl)propyl)-2-fluorophenyl)-4-ethoxypyrrolidine-1,2-dicarboxamide